4,4-di-phenylcyclohexadienone C1(=CC=CC=C1)C1(C=CC(C=C1)=O)C1=CC=CC=C1